FC1=COC2=C1C=CC=C2[C@@H](C)NC2=NN(C(C=1C2=CN(C(C1)=O)C1CCOCC1)=O)C (R)-4-((1-(3-fluorobenzofuran-7-yl)ethyl)amino)-2-methyl-6-(tetrahydro-2H-pyran-4-yl)-2,6-dihydropyrido[3,4-d]pyridazin-1,7-dione